C(C)(C)(C)OC(=O)N(C1(CC=2C(=C(SC2I)C(=O)O)CC1)C)C 5-[tert-butoxycarbonyl(methyl)amino]-3-iodo-5-methyl-6,7-dihydro-4H-2-benzothiophene-1-carboxylic acid